ClC=1SC2=C(N1)C(=CC=C2)C(C(=O)O)(F)F 2-(2-chloro-1,3-benzothiazol-4-yl)-2,2-difluoroacetic acid